3'-[[(2-Cyclopentyl-2,3-dihydro-6,7-dimethyl-1-oxo-1H-inden-5-yl)oxy]methyl]-[1,1'-biphenyl]-4-carboxylic acid C1(CCCC1)C1C(C2=C(C(=C(C=C2C1)OCC=1C=C(C=CC1)C1=CC=C(C=C1)C(=O)O)C)C)=O